3,6-bis(3-amino-4-trifluoromethyl-5-pyridyloxy)benzonorbornene para-nitrophenyl-acetate [N+](=O)([O-])C1=CC=C(C=C1)CC(=O)O.NC=1C=NC=C(C1C(F)(F)F)OC1C2C3=C(C1CC2)C=C(C=C3)OC=3C(=C(C=NC3)N)C(F)(F)F